ClC=1C=C(C=2N(C3=CC=CC=C3C2C1)C1=CC=CC=C1)C1=CC=C(C=C1)[Si](C1=CC=CC=C1)(C1=CC=CC=C1)C1=CC=CC=C1 3-chloro-9-phenyl-1-(4-(triphenylsilyl)phenyl)-9H-carbazole